3-((4,4-bis((7,7,8,8,8-pentafluorooctyl)oxy)butanoyl)oxy)-2-((((4-(diethylamino)butoxy)carbonyl)oxy)methyl)propyl (9Z,12Z)-octadeca-9,12-dienoate C(CCCCCCC\C=C/C\C=C/CCCCC)(=O)OCC(COC(CCC(OCCCCCCC(C(F)(F)F)(F)F)OCCCCCCC(C(F)(F)F)(F)F)=O)COC(=O)OCCCCN(CC)CC